C[C@@]([C@H]([C@@H]([C@H](C=O)O)O)O)(O)CO 5-methyl-glucose